C(C=C)(=O)OC1=C(C(=CC=C1)N(CCC)CCC)C(F)(F)F (E)-3-(dipropylamino)-2-(Trifluoromethyl)phenyl acrylate